Trifluorobut-3-en-2-one FC(C(C=C)=O)(F)F